CN1CCOB(OCC1)C\C=C\CC1=CC=CC2=CC=CC=C12 (E)-6-methyl-2-(4-(naphthalen-1-yl)but-2-en-1-yl)-1,3,6,2-dioxazaborocane